(Z)-6-((2,6-difluorobenzyl)sulfonyl)-2-(4-nitrobenzylidene)-2H-benzo[b][1,4]thiazin-3(4H)-one FC1=C(CS(=O)(=O)C2=CC3=C(S\C(\C(N3)=O)=C/C3=CC=C(C=C3)[N+](=O)[O-])C=C2)C(=CC=C1)F